ClC=1N=CC(=C2C=C(N=CC12)NC1=NC=CC=C1)C1=CC=CC=C1 8-chloro-5-phenyl-N-(pyridin-2-yl)-2,7-naphthyridin-3-amine